3-[[4-[[7-[(5-methyl-1H-pyrazol-3-yl)amino]-1,6-naphthyridin-5-yl]amino]cyclohexyl]amino]propionitrile CC1=CC(=NN1)NC1=NC(=C2C=CC=NC2=C1)NC1CCC(CC1)NCCC#N